ClC1=NC=C(C(=N1)C=1C=C2C(=CC=NC2=CC1)C(C)C)F 6-(2-chloro-5-fluoropyrimidin-4-yl)-4-isopropylquinoline